CN1N=C(C2=CC=C(C=C12)C1CCN(CC1)CCCC1=CC(=CC=C1)S(=O)(=O)N1CCC(CC1)NC1=NC=C(C=N1)C(F)(F)F)N1C(NC(CC1)=O)=O 1-(1-methyl-6-(1-(3-(3-((4-((5-(trifluoro-methyl)pyrimidin-2-yl)amino)piperidin-1-yl)sulfonyl)phenyl)propyl)piperidin-4-yl)-1H-indazol-3-yl)dihydropyrimidine-2,4(1H,3H)-dione